C1=C(C=CC=2OC3=CC(=CC=C3NC12)N)N 10H-phenoxazine-2,7-diamine